5-[rac-(2R)-2-[[4-(2,6-Dichloro-4-fluoro-phenyl)-7-quinolyl]oxy]propanoyl]-5-azaspiro[2.5]octane ClC1=C(C(=CC(=C1)F)Cl)C1=CC=NC2=CC(=CC=C12)O[C@@H](C(=O)N1CC2(CC2)CCC1)C |r|